tert-Butyl (2-acetylpyridin-4-yl)carbamate C(C)(=O)C1=NC=CC(=C1)NC(OC(C)(C)C)=O